COC(=O)C=1C=C(C=C(C1C)N(C1CCOCC1)CC)C1=CC=C(C=C1)CN1CCOCC1.BrC=1C=C(C=C(C1Cl)F)NC(C)=O N-(3-bromo-4-chloro-5-fluorophenyl)acetamide methyl-5-[ethyl-(tetrahydro-2H-pyran-4-yl)amino]-4-methyl-4'-(morpholinomethyl)-(1,1'-biphenyl)-3-carboxylate